NC=1N=CC(=C2C1N(N=C2)C)NC(=O)C(=O)N(C(C)C2=CC=C(C=C2)C(C(F)(F)F)(F)F)C N-(7-Amino-1-methyl-pyrazolo[3,4-c]pyridin-4-yl)-N'-methyl-N'-[1-[4-(1,1,2,2,2-pentafluoroethyl)phenyl]ethyl]oxamide